CC1=C(C=CC=C1)C1NC2=CC=CC=C2C(N1)=O 2-(2-Methylphenyl)-2,3-dihydroquinazolin-4(1H)-one